CN(C1(CCCCC1)CNC(=O)N1CC2=CC=C(C=C2C1)F)C 5-Fluoro-1,3-dihydro-isoindole-2-carboxylic acid (1-dimethylamino-cyclohexylmethyl)-amide